[cyclopropyl-[(2-fluoro-4-methoxy-phenyl)methyl]amino]propan-1-one C1(CC1)N(CC1=C(C=C(C=C1)OC)F)C(CC)=O